C(C)(C)(C)OC(=O)N1CCC(=CC1)C=1N(N=C2C=C(C=CC12)C1=NC=CC=C1)CCCN(C)C 4-(2-(3-(dimethylamino)propyl)-6-(pyridin-2-yl)-2H-indazol-3-yl)-3,6-dihydropyridine-1(2H)-carboxylic acid tert-butyl ester